C1(=CC=CC=C1)C1=NN(C(=C1)C1=CC=CC=C1)CN(C1=CC=CC=C1)C1=CC=CC=C1 N-[(3,5-diphenylpyrazol-1-yl)methyl]-N-phenylaniline